(1-(piperazin-1-yl)cyclopropyl)methanol N1(CCNCC1)C1(CC1)CO